ClCC(COC1=CC=C(C=C1)C(C)(C)C1=CC=C(C=C1)OCC(CN1CCOCC1)O)O 1-chloro-3-(4-(2-(4-(2-hydroxy-3-morpholinopropoxy)phenyl)propan-2-yl)phenoxy)propan-2-ol